ON=C(N)C12CC3CC(CC(C1)C3)C2 N'-hydroxyadamantane-1-carboxamidine